ClC1=CC=C(C=N1)CC1(NC=CC=C1N)N 2-[(6-chloropyridin-3-yl)methyl]Pyridine-2,3-diamine